2-(p-isothiocyanatobenzyl)-1,4,7-triazacyclononane-1,4,7-triacetic acid N(=C=S)C1=CC=C(CC2N(CCN(CCN(C2)CC(=O)O)CC(=O)O)CC(=O)O)C=C1